NC1=NN(C2=NC(=CC=C21)C2CC2)C(=O)C2=C(C(=CC=C2)Cl)OC (3-amino-6-cyclopropyl-1H-pyrazolo[3,4-b]pyridin-1-yl)(3-chloro-2-methoxyphenyl)methanone